CN1C(C=2C=CC=C(C2C1)B1OC(C)(C)C(C)(C)O1)=O 2-N-methyl-2,3-dihydroisoindol-1-one-4-boronic pinacol ester